4-IODO-1-METHYL-1H-IMIDAZOLE-5-CARBOXALDEHYDE IC=1N=CN(C1C=O)C